2-isopropyl-2,3-dihydropyrazolo[5,1-b]oxazole-7-sulfonimidamide C(C)(C)C1CN2C(O1)=C(C=N2)S(=O)(N)=N